2-fluoro-5-((4-oxo-3,4-dihydro-phthalazin-1-yl)methyl)benzoyl chloride FC1=C(C(=O)Cl)C=C(C=C1)CC1=NNC(C2=CC=CC=C12)=O